FC(OC=1C=C(C=C(C1)F)C1=CC=C2C(N(CN(C2=C1)S(=O)(=O)C1=CC(=CC=C1)OC)CCOC)=O)F 7-(3-(difluoromethoxy)-5-fluorophenyl)-3-(2-methoxyethyl)-1-((3-methoxyphenyl)sulfonyl)-2,3-dihydroquinazolin-4(1H)-one